C(C)(C)(C)OC(=O)N1CCC(CC1)CC1CN(C1)C1=C(C=CC=C1)OC1=C(C=C(C=C1)C(=O)OC)Br.NCCCCC[Si](OCC)(OCC)OCC 3-(2-aminoethyl)propyl-triethoxysilane tert-butyl-4-[[1-[2-(2-bromo-4-methoxycarbonyl-phenoxy)phenyl]azetidin-3-yl]methyl]piperidine-1-carboxylate